OC1CC(C1)NC(OC(C)(C)C)=O tert-butyl (3-hydroxycyclobutyl)carbamate